ClC1=NNC(=N1)Cl 3,5-dichloro-1H-1,2,4-triazole